3-[5-(4-methylphenyl)-2,3-dimethyl-isoxazolidin-3-yl]-tetrahydrobenzodiazepine CC1=CC=C(C=C1)C1CC(N(O1)C)(C)C1NNC2=C(CC1)C=CC=C2